5-(hex-3-enoyl)amino-3-(1-propylpiperidin-4-yl)-1H-indole C(CC=CCC)(=O)NC=1C=C2C(=CNC2=CC1)C1CCN(CC1)CCC